(5S,7R)-5-(4-bromo-2,6-difluorophenyl)-6-(3-((tert-butyldiphenylsilyl)oxy)-2,2-difluoropropyl)-7-methyl-5,6,7,8-tetrahydro-[1,3]dioxolo[4,5-g]isoquinoline BrC1=CC(=C(C(=C1)F)[C@H]1N([C@@H](CC=2C=C3C(=CC12)OCO3)C)CC(CO[Si](C3=CC=CC=C3)(C3=CC=CC=C3)C(C)(C)C)(F)F)F